N1=CC(=CC=C1)C1=CC(=NO1)C(=O)N 5-(pyridin-3-yl)isoxazole-3-carboxamide